Carbonic acid anhydride C(=O)=O